ClC1=CC=C(S1)C1=NN(C2=CC=C(C=C12)NCCC(=O)O)CC(F)F 3-((3-(5-chlorothien-2-yl)-1-(2,2-difluoroethyl)-1H-indazol-5-yl)amino)propionic acid